3,7-bis(3,4-ethylenedioxythiophene-5-yl)-10-(2-octyl-dodecyl)-10H-phenoxazine C1OC2=CSC(=C2OC1)C=1C=CC=2N(C3=CC=C(C=C3OC2C1)C1=C2C(=CS1)OCCO2)CC(CCCCCCCCCC)CCCCCCCC